1-(6Z,9Z,12Z,15Z-octadecatetraenoyl)-2-(7Z,10Z,13Z,16Z-docosatetraenoyl)-glycero-3-phospho-(1'-sn-glycerol) CCCCC/C=C\C/C=C\C/C=C\C/C=C\CCCCCC(=O)O[C@H](COC(=O)CCCC/C=C\C/C=C\C/C=C\C/C=C\CC)COP(=O)(O)OC[C@H](CO)O